(2-amino-3-(3-(4-((2-chloropyridin-4-yl)methoxy)benzyl)isoxazol-5-yl)pyridin-1-ium-1-yl)methyl hydrogen phosphate P(=O)(OC[N+]1=C(C(=CC=C1)C1=CC(=NO1)CC1=CC=C(C=C1)OCC1=CC(=NC=C1)Cl)N)(O)[O-]